carbon dioxide, calcium salt [Ca].C(=O)=O